C(C)(C)(C)OC(N(C=1C=2N(N=C(C1)N[C@@H]1CN(CCC1)C)C(=CN2)C2CC2)CC2=CC=CC=C2)=O.ClC2=NC(=CC(=C2)C(F)(F)F)S(=O)(=O)C 2-chloro-6-methanesulfonyl-4-(trifluoromethyl)pyridine tert-butyl-(S)-benzyl(3-cyclopropyl-6-((1-methylpiperidin-3-yl)amino)imidazo[1,2-b]pyridazin-8-yl)carbamate